2-{4-[4-(2-methoxyethoxy)phenyl]piperazin-1-yl}-N-methyl(2H4)ethanamine COCCOC1=CC=C(C=C1)N1CCN(CC1)C(C(NC)([2H])[2H])([2H])[2H]